BrC=1C(=C2C(=NC1)N=C(N2)C2=C(N(C(=C2)C)C=2C(=C(C=CC2)C(=O)N2CCN(CC2)C)C)C)N[C@@H]2CN(CC2)S(=O)(=O)CC (3-(3-(6-bromo-7-(((S)-1-(ethyl-sulfonyl)pyrrolidine-3-yl)amino)-1H-imidazo[4,5-b]pyridine-2-yl)-2,5-dimethyl-1H-pyrrol-1-yl)-2-methylphenyl)(4-methylpiperazine-1-yl)methanone